monofluoromethyl-carboxylate FCC(=O)[O-]